1,2,5-oxadiazolidine O1NCCN1